methylphenylsilyl-(tetramethylcyclopentadienyl)(cyclodecylamino)titanium C[Ti](NC1CCCCCCCCC1)(C1(C(=C(C(=C1)C)C)C)C)[SiH2]C1=CC=CC=C1